N-[2-(4-fluorophenyl)-1-hydroxy-2-oxoethyl]formamide FC1=CC=C(C=C1)C(C(O)NC=O)=O